BrC1=CC(N(C=C1)CC(=O)NC(C)C)=O 2-(4-bromo-2-oxo-1-pyridinyl)-N-isopropyl-acetamide